OC=1C(=NC=C(C1)C=1C=NN(C1)C1=CC=CC=C1)C(=O)NCC1(CCCC1)C(=O)O 1-((3-Hydroxy-5-(1-phenyl-1H-pyrazol-4-yl)pyridine-amido)methyl)cyclopentane-1-carboxylic acid